The molecule is an adenosine 5'-phosphate derivative that has the structure of coenzyme A dephosphorylated at C-3' and with a 5-triphospho-alpha-D-ribosyl substituent at C-2'. It derives from a coenzyme A. It is a conjugate acid of a 2'-(5-triphosphoribosyl)-3'-dephospho-CoA(6-). CC(C)(COP(=O)(O)OP(=O)(O)OC[C@@H]1[C@H]([C@H]([C@@H](O1)N2C=NC3=C(N=CN=C32)N)O[C@@H]4[C@@H]([C@@H]([C@H](O4)COP(=O)(O)OP(=O)(O)OP(=O)(O)O)O)O)O)[C@H](C(=O)NCCC(=O)NCCS)O